(2S,3S)-N-(2-Amino-4-((4-(trifluoromethyl)benzyl)amino)phenyl)-2,3-difluoroheptanamid NC1=C(C=CC(=C1)NCC1=CC=C(C=C1)C(F)(F)F)NC([C@@H]([C@H](CCCC)F)F)=O